[Br-].NC=1CN(C=CC1N)CC1=CC=CC=C1 3,4-diamino-1-benzylpyridine bromide